CC1(CC(CC(C1)C)C)N=C=O 1,3,5-Trimethylisocyanatocyclohexane